3-(trans-2-fluorocyclopropyl)-3-oxopropanenitrile F[C@H]1[C@@H](C1)C(CC#N)=O